2,4-dichloro-5-fluoroaniline ClC1=C(N)C=C(C(=C1)Cl)F